CN1CCC(CC1)C=1OC(=CN1)NC1=NC=C(C(=N1)NCCCN1CCOCCC1=O)C(F)(F)F 4-(3-((2-((2-(1-methylpiperidin-4-yl)oxazol-5-yl)amino)-5-(trifluoromethyl)pyrimidin-4-yl)amino)propyl)-1,4-oxazepan-5-one